2-(2-chloro-4-pyridyl)acetonitrile ClC1=NC=CC(=C1)CC#N